C(C)OC(=O)[C@@]1(C[C@@H](C(C1)=O)OCC1=CC=CC=C1)CC1=CC(=CC=C1)C1=NC=C(C=N1)Br |o1:5,7| (1R*,3S*)-3-(benzyloxy)-1-(3-(5-bromopyrimidin-2-yl)benzyl)-4-oxocyclopentane-1-carboxylic acid ethyl ester